N-(4-(chlorodifluoromethoxy)phenyl)-6-(4-(1-(4-(2,4-dioxotetrahydropyrimidin-1(2H)-yl)-2-fluorobenzyl)piperidin-4-yl)piperazin-1-yl)-5-(1H-pyrazol-3-yl)nicotinamide ClC(OC1=CC=C(C=C1)NC(C1=CN=C(C(=C1)C1=NNC=C1)N1CCN(CC1)C1CCN(CC1)CC1=C(C=C(C=C1)N1C(NC(CC1)=O)=O)F)=O)(F)F